CC1=C(C=CC(=C1)OC)C1=CC=CC=2C3=CC=CC=C3NC12 (2-methyl-4-methoxyphenyl)carbazole